4-((3-chloro-1,4-dioxo-1,4-dihydronaphthalen-2-ylamino)methyl)-N-(1H-pyrazolo[3,4-b]pyridin-5-yl)benzamide ClC1=C(C(C2=CC=CC=C2C1=O)=O)NCC1=CC=C(C(=O)NC=2C=C3C(=NC2)NN=C3)C=C1